C=C1CC(OCC1)CCC 4-methylene-2-propyltetrahydro-2H-pyran